3-chloro-propanediol ClCCC(O)O